NC=1N=C2N(C=C(C=C2)C2=C(C=CC=C2)CCO)C1C(=O)[C@H]1[C@H](C1)F (2-amino-6-(2-(2-hydroxyethyl)phenyl)imidazo[1,2-a]pyridin-3-yl)((1s,2s)-2-fluorocyclopropyl)methanone